hydroxypyran OC1OC=CC=C1